N-(4-((E)-2-Isocyanovinyl)-3-((E)-styryl)phenyl)acetamide [N+](#[C-])/C=C/C1=C(C=C(C=C1)NC(C)=O)\C=C\C1=CC=CC=C1